(3-fluoro-4-methylphenyl)boric acid FC=1C=C(C=CC1C)OB(O)O